4,6-dibromo-o-phenylenediamine BrC1=CC(=C(C(=C1)Br)N)N